FN1S(NC(C1=O)C1=C(C=CC=C1O)CN[C@@H]1CN(CCC1)S(=O)(=O)C)(=O)=O 2-fluoro-6-hydroxy-4-[[[(3S)-1-methylsulfonyl-3-piperidyl]aminomethyl]phenyl]-1,1-dioxo-1,2,5-thiadiazolidin-3-one